8-phenoxycarbonyltetracyclo[4.4.0.12,5.17,10]dodec-3-ene O(C1=CC=CC=C1)C(=O)C1C2C3C4C=CC(C3C(C1)C2)C4